2-Ethylhexyl acetoacetate C(CC(=O)C)(=O)OCC(CCCC)CC